5-chloro-3-[2,6-difluoro-3-[[[1-(methoxymethyl)cyclopropyl]-methyl-sulfamoyl]amino]benzoyl]-1H-pyrrolo[2,3-b]pyridine ClC=1C=C2C(=NC1)NC=C2C(C2=C(C(=CC=C2F)NS(N(C)C2(CC2)COC)(=O)=O)F)=O